N(=C=O)C1C(CCCC1)N=C=O 1,2-Diisocyanatocyclohexan